FC(C(=O)O)(F)F.NC=1N=CC(=NC1C=1C(=NN(C1)C)C)C=1C=C(C=CC1C)S(=O)(=O)NC12COC(C1)(C2)CO 3-(5-Amino-6-(1,3-dimethyl-1H-pyrazol-4-yl)pyrazin-2-yl)-N-(1-(hydroxymethyl)-2-oxabicyclo[2.1.1]hexan-4-yl)-4-methylbenzenesulfonamide trifluoroacetate salt